5-(5-((2-chloropyridin-4-yl)oxy)-6-methylpyridin-2-yl)-3-methyl-2-(methyl-thio)pyrimidin-4(3H)-one ClC1=NC=CC(=C1)OC=1C=CC(=NC1C)C=1C(N(C(=NC1)SC)C)=O